[N+](=O)([O-])C1=C(COC(=O)NC2=C(C=CC=C2)NC(=O)OCC2=C(C=CC=C2)[N+](=O)[O-])C=CC=C1 bis[[(2-nitrobenzyl)oxy]carbonyl]phenylenediamine